C(C)C1(COC1)COCC1(COC1)CC (3-ethyl-3-oxetanylmethyl)ether